CC1(CCC1)NC1=NC=C(C(=N1)NC1CCC(CC1)C(=O)N)[N+](=O)[O-] (1S,4S)-4-((2-((1-methylcyclobutyl)amino)-5-nitropyrimidin-4-yl)amino)cyclohexane-1-carboxamide